ethyl (S,E)-4-amino-5-((S)-2-oxopyrrolidin-3-yl)pent-2-enoate hydrochloride Cl.N[C@H](/C=C/C(=O)OCC)C[C@H]1C(NCC1)=O